ClC=1C=C(C=CC1)CCN1[C@@H](CN[C@@H](C1)COC1=CC=C(C=C1)S(=O)(=O)C)C trans-(2R,5S)-1-[2-(3-chlorophenyl)ethyl]-5-[(4-methanesulfonylphenoxy)methyl]-2-methylpiperazine